5-(bromomethyl)-1,3-benzothiazole BrCC=1C=CC2=C(N=CS2)C1